sodium 5-[5-({cis-3-[(4-fluorophenoxy)methyl]-cyclobutyl} oxy)pyrazin-2-yl]isoxazol-3-olate FC1=CC=C(OC[C@H]2C[C@H](C2)OC=2N=CC(=NC2)C2=CC(=NO2)[O-])C=C1.[Na+]